C1(=CC=CC=C1)N1CCN(CC1)CCC(=C)C1=CC=CC=C1 1-phenyl-4-(3-phenylbut-3-en-1-yl)piperazine